CC1=C(C(=CC=C1)C)C1=NC=2NS(C3=CC=CC(C(N4C(C5=CC=CC=C5C(OC(=C1)N2)C4)CC(C)C)=O)=C3)(=O)=O 12-(2,6-Dimethylphenyl)-23-(2-methylpropyl)-15-oxa-8λ6-thia-1,9,11,25-tetraazapentacyclo[14.7.1.13,7.110,14.017,22]hexacosa-3(26),4,6,10(25),11,13,17,19,21-nonaene-2,8,8-trione